ClC1=CC(=NC(=C1)OCC1=C(C=C(C=C1)C#N)F)N1CCN(CC1)C(=O)O.OCC(N)C (hydroxymethyl)methyl-aminomethane 4-(4-chloro-6-((4-cyano-2-fluorobenzyl)oxy)pyridine-2-yl)piperazine-1-carboxylate